F[C@H]1[C@H](C1)C(=O)NC1=NC=NC(=C1)C1=NN(C=C1NC=1C=NC(=CC1C)C(CC)O)C (1R,2R)-2-fluoro-N-(6-(4-((6-(1-hydroxypropyl)-4-methylpyridin-3-yl)amino)-1-methyl-1H-pyrazol-3-yl)pyrimidin-4-yl)cyclopropane-1-carboxamide